(R)-9-(5-fluoropyridin-2-yl)-1-methyl-4-((1-methyl-1H-pyrazol-4-yl)methyl)-N-(1-methyl-cyclopropyl)-5-oxo-1,2,4,5-tetrahydroimidazo[1,2-a]quinazoline-7-sulfonamide FC=1C=CC(=NC1)C=1C=C(C=C2C(N(C=3N(C12)[C@@H](CN3)C)CC=3C=NN(C3)C)=O)S(=O)(=O)NC3(CC3)C